1-bromo-4,5-dichloro-2-iodo-benzene BrC1=C(C=C(C(=C1)Cl)Cl)I